C(C=CC1=CC=CC=C1)(=O)C(C(=O)C1=CC=C(C=C1)C)C(=O)C1=CC=C(C=C1)C 2-cinnamoyl-1,3-di-p-tolylpropane-1,3-dione